ClC1=CC(=C(OCC(=O)O)C=C1)C=O (4-CHLORO-2-FORMYLPHENOXY)ACETIC ACID